4-chloro-2-(1,1-difluoroethyl)-6-((1r,3r)-3-methoxycyclobutoxy)pyrimidine ClC1=NC(=NC(=C1)OC1CC(C1)OC)C(C)(F)F